S1N=C(C2=C1C=CC=C2)N2CCNCC2 4-(1,2-benzisothiazol-3-yl)piperazin